FC=1C=C(C=CC1C)NC(=O)NCC1=C(C=CC2=C1N(C=N2)C)OC 1-(3-fluoro-4-methylphenyl)-3-((6-methoxy-1-methyl-1H-benzimidazol-7-yl)methyl)urea